1,1'-{1,4,8-triazacycloundecane-1,4-diylbis[methylene(2-hydroxy-5-methyl-3,1-phenylene)methyleneazanediyl]}di(ethane-1,2-diol) N1(CCN(CCCNCCC1)CC=1C(=C(C=C(C1)C)CNC(CO)O)O)CC=1C(=C(C=C(C1)C)CNC(CO)O)O